racemic-1-(1-naphthyl)ethylamine C1(=CC=CC2=CC=CC=C12)[C@@H](C)N |r|